O=C1NC(CCC1N1C(C2=C(C(=C(C(=C2C1=O)F)F)O)F)=O)=O (2,6-Dioxopiperidin-3-yl)-4,5,7-trifluoro-6-hydroxyisoindoline-1,3-dione